FC(OC1=CC=C(C=C1)C1=NC(=NC2=CC=CC=C12)CN)(F)F [4-[4-(trifluoromethoxy)phenyl]quinazolin-2-yl]methylamine